N-(acetoxymethyl)-2-trifluoromethyl-benzamide C(C)(=O)OCNC(C1=C(C=CC=C1)C(F)(F)F)=O